1-(2-bromo-3-iodophenyl)-4-methylpiperazine BrC1=C(C=CC=C1I)N1CCN(CC1)C